4,4,9-trimethyl-5H-[1,2,4]triazolo[4,3-a]quinoxaline CC1(C=2N(C3=C(C=CC=C3N1)C)C=NN2)C